CC(C(C(=O)N)NS(=O)(=O)C)C 3-methyl-2-[(methylsulfonyl)-amino]butanamide